N[C@@H]1C2=CC=CC=C2CC12CCN(CC2)C=2C(=NC(=CN2)C#CCOC2=C(C(=CC=C2)Cl)F)CO (S)-(3-(1-amino-1,3-dihydrospiro[inden-2,4'-piperidin]-1'-yl)-6-(3-(3-chloro-2-fluorophenoxy)prop-1-yn-1-yl)pyrazin-2-yl)methanol